propane-1-sulfonic acid [3-(5-cyano-1H-pyrrolo[2,3-b]pyridine-3-carbonyl)-2-fluoro-phenyl]-amide C(#N)C=1C=C2C(=NC1)NC=C2C(=O)C=2C(=C(C=CC2)NS(=O)(=O)CCC)F